C(\C=C\C1=CC=C(C=C1)O)(=O)NCCC1=CC=C(C=C1)O N-cis-p-coumaroyl-tyramine